COC(=O)C12C(CC(CC1)C2)C=CC=2C(=NOC2C2CC2)C2=C(C=CC=C2Cl)Cl (2-(5-cyclopropyl-3-(2,6-dichlorophenyl)isoxazol-4-yl)vinyl)bicyclo[2.2.1]heptane-1-carboxylic acid methyl ester